3-(1-benzyl-5-fluoro-6-methyl-1H-pyrazolo[3,4-b]pyridin-4-yl)-2-(5-fluoropyridin-2-yl)-6,6-dimethyl-6,7-dihydro-4H-pyrazolo[5,1-c][1,4]oxazine C(C1=CC=CC=C1)N1N=CC=2C1=NC(=C(C2C=2C(=NN1C2COC(C1)(C)C)C1=NC=C(C=C1)F)F)C